(4-(3-methoxyoxetan-3-yl)phenyl)(4-((6-(trifluoromethyl)benzo[d]thiazol-2-yl)oxy)piperidin-1-yl)methanone COC1(COC1)C1=CC=C(C=C1)C(=O)N1CCC(CC1)OC=1SC2=C(N1)C=CC(=C2)C(F)(F)F